N-[1-(2,6-Difluoro-4-methoxyphenyl)-4-[(2S)-2-(hydroxymethyl)pyrrolidine-1-carbonyl]-1H-imidazol-2-yl]-4-(difluoromethoxy)benzamide FC1=C(C(=CC(=C1)OC)F)N1C(=NC(=C1)C(=O)N1[C@@H](CCC1)CO)NC(C1=CC=C(C=C1)OC(F)F)=O